N,N,3-trimethyl-indoline-5-sulfonamide CN(S(=O)(=O)C=1C=C2C(CNC2=CC1)C)C